(6bR,10aS)-ethyl 3-methyl-d3-2-oxo-2,3,6b,7,10,10a-hexahydro-1H-pyrido[3',4':4,5]pyrrolo[1,2,3-de]quinoxaline-8(9H)-carboxylate C(N1C(CN2C=3C(=CC=CC13)[C@H]1[C@@H]2CCN(C1)C(=O)OCC)=O)([2H])([2H])[2H]